ClC1=NC=C(C(N1)=O)C 2-chloro-5-methyl-3H-pyrimidin-4-one